N1(CCNCC1)C1=CC=C(C=C1)C1=CC(=C2C(=N1)C=CS2)NC2CC(C2)N (1r,3r)-N1-(5-(4-(piperazin-1-yl)phenyl)thieno[3,2-b]pyridin-7-yl)cyclobutane-1,3-diamine